4,5,6,7-tetrahydro-[1,4]diazepine N1C=CNCCC1